tert-butyl (S)-(tert-butoxycarbonyl)(7-(3-(1-(1-(4-cyanophenyl)ethyl)-1H-pyrazol-4-yl)-2-fluorophenyl)-[1,2,4]triazolo[1,5-a]pyridin-2-yl)carbamate C(C)(C)(C)OC(=O)N(C(OC(C)(C)C)=O)C1=NN2C(C=C(C=C2)C2=C(C(=CC=C2)C=2C=NN(C2)[C@@H](C)C2=CC=C(C=C2)C#N)F)=N1